5-([(2R,3S)-2-((R)-1-[3,5-bis(trifluoromethyl)phenyl]ethoxy)-3-(4-fluoro-phenyl)morpholino]methyl)-1H-1,2,4-triazol-3(2H)-one FC(C=1C=C(C=C(C1)C(F)(F)F)[C@@H](C)O[C@H]1OCCN([C@H]1C1=CC=C(C=C1)F)CC1=NC(NN1)=O)(F)F